4-(vinylsulfonyl)piperazin-2-one C(=C)S(=O)(=O)N1CC(NCC1)=O